3-[(tert-butoxycarbonyl)amino]-2-(1-methyl-2-oxopyridin-4-yl)propanoic acid C(C)(C)(C)OC(=O)NCC(C(=O)O)C1=CC(N(C=C1)C)=O